O=C1NC([C@@](N1)(C=1SC=CN1)CNC(OC(C)(C)C)=O)=O |r| rac-tert-butyl {[2,5-dioxo-4-(1,3-thiazol-2-yl)imidazolidin-4-yl]methyl}carbamate